3-(3-(4-phenylpiperidin-1-yl)phenyl)propanenitrile C1(=CC=CC=C1)C1CCN(CC1)C=1C=C(C=CC1)CCC#N